FC=1C(=NC(=NC1)N[C@H]1[C@@H](COCC1)O)C=1C=C2C(=C(C=NC2=CC1)C)C(C)C (3S,4R)-4-((5-fluoro-4-(4-isopropyl-3-methylquinolin-6-yl)pyrimidin-2-yl)amino)tetrahydro-2H-pyran-3-ol